5-methoxy-9,10-dioxo-9,10-dihydroanthracene-2-carboxylic acid COC1=C2C(C=3C=CC(=CC3C(C2=CC=C1)=O)C(=O)O)=O